N.S(=O)(=O)([O-])[O-].[Mg+2] magnesium sulfate ammonia salt